BrC=1C=C(C=CC1F)CN1CCN(CC1)C 1-[(3-bromo-4-fluoro-phenyl)methyl]-4-methyl-piperazine